1-methyl-4-(3-{[1-methyl-4-(1-methylimidazole-2-amido)imidazol-2-yl]formamido}propanamido)pyrrole-2-carboxylic acid CN1C(=CC(=C1)NC(CCNC(=O)C=1N(C=C(N1)NC(=O)C=1N(C=CN1)C)C)=O)C(=O)O